(2-ISOCYANOETHYL)BENZENE [N+](#[C-])CCC1=CC=CC=C1